6-(5-Chloro-2-((3-(4-methylpiperazin-1-yl)phenyl)amino)pyrimidin-4-yl)-4,4-dimethyl-3,4-Dihydroisoquinolin ClC=1C(=NC(=NC1)NC1=CC(=CC=C1)N1CCN(CC1)C)C=1C=C2C(CN=CC2=CC1)(C)C